N-isopropylpyrazoline C(C)(C)N1NC=CC1